IC=1C=C(CNC(=N)N)C=CC1 1-(3-iodobenzyl)guanidine